4-amino-3-(2-chloro-5-fluorophenyl)-3-hydroxy-2-[(4-methoxyphenyl)methyl]-2,3,6,7,8,9-hexahydro-1H-pyrrolo[4,3-f]isoquinoline-1,6-dione NC1=C2C(=C3CCNC(C3=C1)=O)C(N(C2(O)C2=C(C=CC(=C2)F)Cl)CC2=CC=C(C=C2)OC)=O